4-(1-naphthamido)-5-((2-(3-methoxyphenoxy)phenyl)amino)-5-oxopentanoic acid C1(=CC=CC2=CC=CC=C12)C(=O)NC(CCC(=O)O)C(=O)NC1=C(C=CC=C1)OC1=CC(=CC=C1)OC